BrC=1C=C(NC)C=CC1 3-bromo-N-methylaniline